CC1=CC(=NO1)NS(=O)(=O)C2=CC=C(C=C2)N=O The molecule is a sulfonamide compound having a 4-nitrosophenyl group attached to the sulfur atom and a 1,2-oxazol-3-yl group attached to the nitrogen atom. It has a role as a metabolite and an allergen. It is a member of isoxazoles, a sulfonamide and a nitroso compound. It derives from a sulfamethoxazole and a sulfanilamide.